N-(6'-((6-AMINOPYRIMIDIN-4-YL)AMINO)-8'-METHYL-1',5'-DIOXO-1',5'-DIHYDRO-2'H-SPIRO[CYCLOHEXANE-1,3'-IMIDAZO[1,5-A]PYRIDIN]-4-YL)METHANESULFONAMIDE NC1=CC(=NC=N1)NC1=CC(=C2N(C1=O)C1(NC2=O)CCC(CC1)NS(=O)(=O)C)C